COC1=C(C=CC=C1)C1=CNC2=NC(=CC=C21)NC(=O)C2C(C2)CN2CCN(CC2)C N-[3-(2-methoxyphenyl)-1H-pyrrolo[2,3-b]pyridin-6-yl]-2-[(4-methylpiperazin-1-yl)methyl]cyclopropane-1-carboxamide